NC1=NC(=C(C(=N1)N[C@H](CCOC)CCCC)CC=1C=C(C=CC1OC)CC#N)C (S)-2-(3-((2-amino-4-((1-methoxyheptan-3-yl)amino)-6-methylpyrimidin-5-yl)methyl)-4-methoxyphenyl)acetonitrile